7-Isopropyl 1,2-dimethyl 3-(3,5-bis(trifluoromethyl)benzoyl)indolizine-1,2,7-tricarboxylate FC(C=1C=C(C(=O)C2=C(C(=C3C=C(C=CN23)C(=O)OC(C)C)C(=O)OC)C(=O)OC)C=C(C1)C(F)(F)F)(F)F